methyl 3-((1S,3R)-3-((4-(1-(2,2-difluoroethyl)-1H-pyrazol-4-yl)-5-(trifluoromethyl)pyrimidin-2-yl)amino)cyclohexyl)-3H-imidazo[4,5-b]pyridine-5-carboxylate FC(CN1N=CC(=C1)C1=NC(=NC=C1C(F)(F)F)N[C@H]1C[C@H](CCC1)N1C=NC=2C1=NC(=CC2)C(=O)OC)F